CC1=CN(NN=C1C1=CC=C2C(CCO2)=C1O)N[C@H]1CN(CCC1)CCC=1OC=CN1 5-[5-Methyl-3-[[(3R)-1-(2-oxazol-2-ylethyl)-3-piperidyl]amino]-triazin-6-yl]-2,3-dihydrobenzofuran-4-ol